FC=1C(=C(C=CC1OC)N1N=NC(=C1)C(=O)OCC)CO ethyl 1-(3-fluoro-2-(hydroxymethyl)-4-methoxyphenyl)-1H-1,2,3-triazole-4-carboxylate